4-(2-chloro-5-fluoropyrimidin-4-yl)-2,2-dimethylmorpholine ClC1=NC=C(C(=N1)N1CC(OCC1)(C)C)F